C12(CC3CC(CC(C1)C3)C2)N=CC2=CC=CC=C2 N-adamantyl-benzaldehyde imine